C1(CC1)OC1=NC(=NC=C1C(=O)NC1=C(C=CC(=C1)Cl)Cl)NC=1C=NN(C1)C1CCN(CC1)C 4-cyclopropoxy-N-(2,5-dichlorophenyl)-2-{[1-(1-methylpiperidin-4-yl)-1H-pyrazol-4-yl]amino}pyrimidine-5-carboxamide